(S)-4-ethyl-8-fluoro-4-hydroxy-11-((3-(hydroxymethyl)azetidin-1-yl)methyl)-9-methyl-1,12-dihydro-14H-pyrano[3',4':6,7]-indolizino[1,2-b]quinoline-3,14(4H)-dione C(C)[C@]1(C(OCC=2C(N3CC=4C(=NC=5C=C(C(=CC5C4CN4CC(C4)CO)C)F)C3=CC21)=O)=O)O